(7-(methyl(7-oxo-7,8-dihydro-1,8-naphthyridin-4-yl)amino)-3,4-dihydroisoquinolin-2(1H)-yl)sulfamide dihydrochloride Cl.Cl.CN(C1=CC=C2CCN(CC2=C1)NS(=O)(=O)N)C1=CC=NC=2NC(C=CC12)=O